C(C=C)(=O)N1C[C@H](CCC1)C1=NC(=NO1)C=1C=CC(=NC1)NC(C1=NC(=CC=C1)C=1C=NN(C1)C)=O (S)-N-(5-(5-(1-acryloylpiperidin-3-yl)-1,2,4-oxadiazol-3-yl)pyridin-2-yl)-6-(1-methyl-1H-pyrazol-4-yl)picolinamide